tert-butyl (S)-3,3-difluoro-4-((4-methyl-3-(((R)-1-(4-((1-(piperidin-4-ylmethyl)piperidin-4-yl)ethynyl)-3-(thiophen-2-yl)phenyl)ethyl)carbamoyl)phenyl)amino)pyrrolidine-1-carboxylate FC1(CN(C[C@@H]1NC1=CC(=C(C=C1)C)C(N[C@H](C)C1=CC(=C(C=C1)C#CC1CCN(CC1)CC1CCNCC1)C=1SC=CC1)=O)C(=O)OC(C)(C)C)F